para-amino-N,N-dimethylaniline NC1=CC=C(N(C)C)C=C1